ClC=1C=C(C=CC1OC)C1=CN=C2N1C=CN=C2NC2=CC=C(C=C2)N N-(3-(3-chloro-4-methoxyphenyl)imidazo[1,2-a]pyrazin-8-yl)benzene-1,4-diamine